1-(5-bromo-1-tosyl-1H-indol-7-yl)pyrrolidin-2-one BrC=1C=C2C=CN(C2=C(C1)N1C(CCC1)=O)S(=O)(=O)C1=CC=C(C)C=C1